tert-butyl 4-(3-bromo-4-chloro-N-methyl-anilino)piperidine-1-carboxylate BrC=1C=C(N(C)C2CCN(CC2)C(=O)OC(C)(C)C)C=CC1Cl